dimethyl-2-oxo-2-(5-(trifluoromethoxy)-1H-indol-3-yl)acetamide CN(C(C(C1=CNC2=CC=C(C=C12)OC(F)(F)F)=O)=O)C